FC1=CC2=C(C(=NO2)C2CCN(CC2)CCNCC#N)C=C1 ({2-[4-(6-Fluoro-1,2-benzisoxazol-3-yl)piperidin-1-yl]ethyl}amino)acetonitrile